CC(CC(=O)SCCNC(CCNC([C@@H](C(COP(OP(OC[C@@H]1[C@H]([C@H]([C@@H](O1)N1C=NC=2C(N)=NC=NC12)O)OP(=O)(O)O)(=O)O)(=O)O)(C)C)O)=O)=O)CC(=O)O 3-methyl-glutaryl-CoA